COC(C(C(=O)OC)Cl)=O Chloromalonic acid dimethyl ester